CC1(OC=2C=C(C=C(C2C2C1CCC(=C2)C)O)CCCCC)C 6,6,9-trimethyl-3-pentyl-6a,7,8,10a-tetrahydro-6H-benzo[c]chromene-1-ol